CC1(COC(CN1)CNS(=O)(=O)C)C N-((5,5-dimethylmorpholin-2-yl)methyl)methanesulfonamide